FC1=CC=C(CN2C(C3(NCCC4=CC(=C(C=C34)OC)OC)C3=CC=CC=C23)=O)C=C1 1-(4-fluorobenzyl)-6',7'-dimethoxy-3',4'-dihydro-2'H-spiro[indoline-3,1'-isoquinolin]-2-one